C(C)C1=CC(=C(C=C1)C=1CCCC2=C(C1C1=CC=C(C=C1)C=C1CN(C1)CCCF)C=CC(=C2)C(=O)O)C(F)(F)F 8-(4-ethyl-2-(trifluoromethyl)phenyl)-9-(4-((1-(3-fluoropropyl)azetidin-3-ylidene)methyl)phenyl)-6,7-dihydro-5H-benzo[7]annulene-3-carboxylic acid